N-tolyl-p-phenylenediamine C1(=C(C=CC=C1)NC1=CC=C(C=C1)N)C